2-(4-{[(3R)-1-(2,2-difluoroethyl)piperidin-3-yl]amino}pyrrolo[1,2-d][1,2,4]triazin-1-yl)-5-(trifluoromethyl)phenol FC(CN1C[C@@H](CCC1)NC1=NN=C(C=2N1C=CC2)C2=C(C=C(C=C2)C(F)(F)F)O)F